NC/C=C/CN1C(=NC2=C1C(=CC(=C2)C(N)=O)OCCCN2CCOCC2)NC(=O)C2=C(N=C(O2)C)CC (E)-N-(1-(4-aminobut-2-en-1-yl)-5-carbamoyl-7-(3-morpholinopropoxy)-1H-benzo[d]imidazol-2-yl)-4-ethyl-2-methyloxazole-5-carboxamide